6-(((heptylthio)carbonyl)((1-methylpiperidin-4-yl)methyl)amino)undecanedioic acid C(CCCCCC)SC(=O)N(C(CCCCC(=O)O)CCCCC(=O)O)CC1CCN(CC1)C